7-(trifluoromethyl)-3,4-dihydro-2H-pyrano[2,3-b]pyridine-2-carboxylic acid FC(C1=CC=C2C(=N1)OC(CC2)C(=O)O)(F)F